hydroxy-4,5-dimethoxybenzaldehyde OC1=C(C=O)C=C(C(=C1)OC)OC